C1(CCCC1)CNC(NC=1C=C(C2=C(N=C(N=C2)S(=O)(=O)C)N1)C#C[Si](C(C)C)(C(C)C)C(C)C)=O 3-(cyclopentylmethyl)-1-{2-methanesulfonyl-5-[2-(triisopropylsilyl)ethynyl]pyrido[2,3-d]pyrimidin-7-yl}urea